[C@H]1([C@@H](O)[C@@H](O)[C@H](O)[C@H](O1)CO)OC1=C(C=C(C=C1)C1=CC=C2C=CNC(C2=C1)=O)C 7-[4'-(α-D-mannopyranosyloxy)-3'-methylphenyl]-isoquinolin-1-one